C(C)(C)N1CCC2(CC1)OC1=CC=CC=C1C(C2)=O 1'-isopropylspiro[chromane-2,4'-piperidin]-4-one